C(C1=CC=CC=C1)OC(=O)N1[C@@H](C[C@@H](C1)OC1=NC(=CC=C1)C1=CC(=CC=2N=C(N(C21)CC(CNC)OC)C)F)C(=O)O (2S,4S)-1-benzyloxycarbonyl-4-[[6-[6-fluoro-3-[2-methoxy-3-(methylamino)propyl]-2-methyl-benzimidazol-4-yl]-2-pyridyl]oxy]pyrrolidine-2-carboxylic acid